3-(4-(4-bromophenoxy)piperidin-1-yl)propane-1,2-diol BrC1=CC=C(OC2CCN(CC2)CC(CO)O)C=C1